[Cl-].C(C1CO1)[N+](C)(C)C glycidyltrimethylammonium chloride